The molecule is an acyl-CoA oxoanion that is the pentaanion of (3R)-hydroxyhexadecanedioyl-CoA, arising from deprotonation of the phosphate, diphosphate and carboxylic acid functions; major species at pH 7.3. It is a conjugate base of a (3R)-hydroxyhexadecanedioyl-CoA. CC(C)(COP(=O)([O-])OP(=O)([O-])OC[C@@H]1[C@H]([C@H]([C@@H](O1)N2C=NC3=C(N=CN=C32)N)O)OP(=O)([O-])[O-])[C@H](C(=O)NCCC(=O)NCCSC(=O)C[C@@H](CCCCCCCCCCCCC(=O)[O-])O)O